N[C@H]1[C@@H]2N(C[C@H]1CC2)C(=O)C2=CC1=C(N(C(=N1)C1=CC3=C(N1CC1CC1)C(=CS3)C3=CC=NC=C3)C)C(=C2)OC ((1R,4R,7R)-7-amino-2-azabicyclo[2.2.1]heptan-2-yl)(2-(4-(cyclopropylmethyl)-3-(pyridin-4-yl)-4H-thieno[3,2-b]pyrrol-5-yl)-7-methoxy-1-methyl-1H-benzo[d]imidazol-5-yl)methanone